N-[(2,4-dimethoxyphenyl)methyl]-4-{5-(1-ethyl-3-methyl-1H-pyrazol-5-yl)-4-[(4-methoxyphenyl)methyl]-4H-1,2,4-triazol-3-yl}-1-[2-(3-fluoroazetidin-1-yl)ethyl]-1H-indazole-6-carboxamide COC1=C(C=CC(=C1)OC)CNC(=O)C1=CC(=C2C=NN(C2=C1)CCN1CC(C1)F)C1=NN=C(N1CC1=CC=C(C=C1)OC)C1=CC(=NN1CC)C